C(#N)C1=NC2=CC(=CC(=C2N=C1NC(C)C1CC1)[C@@H](C)NC1=C(C(=O)O)C=CC=C1)C 2-(((1R)-1-(2-cyano-3-((1-cyclopropylethyl)amino)-7-methylquinoxalin-5-yl)ethyl)amino)benzoic acid